6-(2-chloro-4-methylphenyl)-2-[(4,5-dimethyl-1,3-oxazol-2-yl)methyl]indazole-4-carboxylic acid ClC1=C(C=CC(=C1)C)C=1C=C(C2=CN(N=C2C1)CC=1OC(=C(N1)C)C)C(=O)O